C(C1=CC=CC=C1)OC1=C(N=CC(=N1)C1=CC(CC1)N1CCN(CC1)C=1C=CC(=NC1F)C(=O)NC)C 5-(4-(3-(6-(benzyloxy)-5-methylpyrazin-2-yl)cyclopent-2-en-1-yl)piperazin-1-yl)-6-fluoro-N-methylpicolinamide